C(C)(C)(C)C1C[C@H]2[C@@H](N1C=1N=NC(=CC1)Cl)CCN2C(=O)OC2(COC2)C2=CC=C(C=C2)[C@H]2CC1(CC(C1)(F)F)CCN2 |r| (RS)-3-(4-(2,2-difluoro-7-azaspiro[3.5]non-6-yl)phenyl)oxetan-3-ol tert-butyl-rac-(3aS,6aS)-1-(6-chloropyridazin-3-yl)-2,3,3a,5,6,6a-hexahydropyrrolo[3,2-b]pyrrole-4-carboxylate